NC1=C(C=C(C=N1)NC(C(=O)N1[C@H](C[C@H]([C@@H](C1)C)C)C1=CC=CC=C1)=O)C N-(6-amino-5-methyl-3-pyridyl)-2-[(2R,4R,5S)-4,5-dimethyl-2-phenyl-1-piperidyl]-2-oxo-acetamide